Cl.Cl.ClC1=NC=CC(=C1)OCC1CN(C1)C1=NC=NC2=C1SC=1N=NC(=C(C12)C)C 8-[3-[(2-chloro-4-pyridyl)oxymethyl]azetidin-1-yl]-3,4-dimethyl-pyrimido[4',5':4,5]thieno[2,3-c]pyridazine dihydrochloride